(S)-10-((3R,4S)-3-carboxy-4-(pyridin-4-yl)pyrrolidin-1-yl)-9-fluoro-3-methyl-7-oxo-2,3-dihydro-7H-[1,4]oxazino[2,3,4-ij]quinoline-6-carboxylic acid C(=O)(O)[C@H]1CN(C[C@@H]1C1=CC=NC=C1)C1=C(C=C2C(C(=CN3C2=C1OC[C@@H]3C)C(=O)O)=O)F